2,6-dioxopiperidin-3-ylisoindoline-1,3-dione O=C1NC(CCC1N1C(C2=CC=CC=C2C1=O)=O)=O